[Na+].N[C@@H](CS)C(=O)[O-] cysteine sodium salt